COC1=CC=C(CNC=2C(C(C2N(CC2=CC=C(C=C2)C2=NOC(=N2)C(F)(F)F)C)=O)=O)C=C1 3-((4-Methoxybenzyl)amino)-4-(methyl(4-(5-(trifluoromethyl)-1,2,4-oxadiazol-3-yl)benzyl)amino)cyclobut-3-en-1,2-dion